F[C@H]1C[C@H](CNC1)NC1=CC=CC(=N1)C1=CN=C2N1C=C(C(=C2)OC)C(C)(C)O 2-(3-(6-(((3R,5S)-5-fluoropiperidin-3-yl)amino)pyridin-2-yl)-7-methoxyimidazo[1,2-a]pyridin-6-yl)propan-2-ol